Trans-4-(4-methyl-5-{[3-(trifluoromethyl)phenoxy]methyl}-4H-1,2,4-triazol-3-yl)cyclohexanecarboaldehyde CN1C(=NN=C1COC1=CC(=CC=C1)C(F)(F)F)[C@@H]1CC[C@H](CC1)C=O